2-(methylthio)-5-(tetrahydro-2H-pyran-4-yl)-1,3,4-oxadiazole CSC=1OC(=NN1)C1CCOCC1